Cl.ClCCCN(C)C 3-Chloro-N,N-Dimethyl-aminopropane HCl